((2S)-1-(((2S)-4-(ethylamino)-3-hydroxy-4-oxo-1-((R)-2-oxopyrrolidin-3-yl)butan-2-yl)amino)-1-oxohexan-2-yl)carbamic acid C(C)NC(C([C@H](C[C@@H]1C(NCC1)=O)NC([C@H](CCCC)NC(O)=O)=O)O)=O